(E)-5-bromo-1-fluoro-2-methoxy-3-(2-methoxyvinyl)benzene BrC=1C=C(C(=C(C1)F)OC)\C=C\OC